CC12CC3(CC(CC(C1)(C3)C)C2)NCC(CS(=O)(=O)O)C 3-(3,5-dimethyl-1-adamantyl)amino-2-methyl-propane-1-sulfonic acid